[Pd](Cl)Cl.C1(=CC=CC=C1)C(CC1=CC=CC=C1)P 1,2-diphenyl-phosphinoethane palladium dichloride